ClC=1C(=CC(=NC1)OC)C1=CC(=NN1)C(=O)N1CCC(CC1)C(=O)NCC=1C(NC(=CC1C)C)=O 1-[5-(5-chloro-2-methoxypyridin-4-yl)-1H-pyrazole-3-carbonyl]-N-[(4,6-dimethyl-2-oxo-1,2-dihydropyridin-3-yl)methyl]piperidine-4-carboxamide